para-Nitrosophenol N(=O)C1=CC=C(C=C1)O